FC1=C(C=CC(=C1)OCF)B1OC(C(O1)(C)C)(C)C 2-[2-fluoro-4-(fluoromethoxy)phenyl]-4,4,5,5-tetramethyl-1,3,2-dioxaborolane